(+-)-2,3-dimethyl-inden CC=1CC2=CC=CC=C2C1C